5-chloro-4-(1-(methoxymethyl)-1H-indazol-6-yl)-N-(4-(4-methylpiperazin-1-yl)phenyl)pyrimidin-2-amine ClC=1C(=NC(=NC1)NC1=CC=C(C=C1)N1CCN(CC1)C)C1=CC=C2C=NN(C2=C1)COC